FC(OC1=CC(=C(C=C1F)B(O)O)F)F [4-(difluoromethoxy)-2,5-difluoro-phenyl]boronic acid